2-(1H-pyrazol-5-yl)-3-(4-((tetrahydro-2H-pyran-2-yl)oxy)butyl)benzonitrile N1N=CC=C1C1=C(C#N)C=CC=C1CCCCOC1OCCCC1